O1C=NC2=C1C=CC(=C2)OC2=C(C=C(C=C2)NC=2C1=C(N=CN2)C=CC(=N1)C=1CCN(CC1)C(=O)OC(C)(C)C)C tert-butyl 4-(4-((4-(benzo[d]oxazol-5-yloxy)-3-methylphenyl) amino) pyrido[3,2-d]pyrimidin-6-yl)-3,6-dihydropyridine-1(2H)-carboxylate